3-Methyl-3-[5-[2-[4-(trifluoromethyl)anilino]-3-pyridyl]-1,3,4-oxadiazol-2-yl]piperazin-2-one CC1(C(NCCN1)=O)C=1OC(=NN1)C=1C(=NC=CC1)NC1=CC=C(C=C1)C(F)(F)F